6-bromo-3-[1-(1-methyl-1H-pyrazol-4-yl)cyclopropyl]-1,2,3,4-tetrahydroquinazoline-2,4-dione BrC=1C=C2C(N(C(NC2=CC1)=O)C1(CC1)C=1C=NN(C1)C)=O